3-methyl-N-ethyl-N-(β-hydroxyethyl)-aniline CC=1C=C(N(CCO)CC)C=CC1